3,4-Dichlorophenyl 2,4,6-tri-O-acetyl-3-deoxy-3-[4-(3-fluorophenyl)-1H-1,2,3-triazol-1-yl]-1-thio-α-D-galactopyranoside C(C)(=O)O[C@H]1[C@@H](SC2=CC(=C(C=C2)Cl)Cl)O[C@@H]([C@@H]([C@@H]1N1N=NC(=C1)C1=CC(=CC=C1)F)OC(C)=O)COC(C)=O